C(C)(C)(C)OC(=O)N1[C@@H](CCCC1)C1=NC(=NO1)CC(=O)OCC (S)-2-(3-(2-ethoxy-2-oxoethyl)-1,2,4-oxadiazol-5-yl)piperidine-1-carboxylic acid tert-butyl ester